C(C1=CC=CC=C1)N1C(NC=2C1=NC(=CC2)C=2C(=NOC2C)C)=O 3-benzyl-5-(3,5-dimethylisoxazol-4-yl)-1H-imidazo[4,5-b]pyridin-2(3H)-one